(5,8-dihydro-1,7-naphthyridin-7(6H)-yl)-2-(5-methyl-1H-pyrazol-4-yl)-5,7-dihydro-6H-pyrrolo[3,4-d]pyrimidine-6-carbonitrile N1=CC=CC=2CCN(CC12)C=1C2=C(N=C(N1)C=1C=NNC1C)CN(C2)C#N